[Si](C)(C)(C(C)(C)C)OCC1=CC(=NC(=C1)I)Cl 4-[[(tert-butyldimethylsilyl)oxy]methyl]-2-chloro-6-iodopyridine